4-(2-(N-(2-chloro-4-fluorobenzyl)-(2,3,4,5,6-pentafluorophenyl)sulfonamido)-N-(3-cyclopropyl-5-(pyrrolidin-1-yl)benzyl)acetamido)-3-(cyclopentyloxy)benzoic acid ClC1=C(CN(S(=O)(=O)C2=C(C(=C(C(=C2F)F)F)F)F)CC(=O)N(CC2=CC(=CC(=C2)N2CCCC2)C2CC2)C2=C(C=C(C(=O)O)C=C2)OC2CCCC2)C=CC(=C1)F